NC1=NC(=CC2=C1N(C=N2)C(C)C)C2=CC=C1C(C(N(C1=C2)C2CC(C2)(N2CCCCC2)C)=O)(C)C 6-(4-amino-3-isopropyl-imidazo[4,5-c]pyridin-6-yl)-3,3-dimethyl-1-[3-methyl-3-(1-piperidinyl)cyclobutyl]indolin-2-one